4-(Butylthio)-2-methoxybenzonitrile C(CCC)SC1=CC(=C(C#N)C=C1)OC